(S)-N-(Benzo[d]thiazol-5-ylmethyl)-N-((1S,3S,6S)-bicyclo[4.1.0]heptan-3-yl)-1-((R)-4-methoxy-N-methylphenylsulfonimidoyl)pyrrolidine-2-carboxamide S1C=NC2=C1C=CC(=C2)CN(C(=O)[C@H]2N(CCC2)[S@](=O)(=NC)C2=CC=C(C=C2)OC)[C@@H]2C[C@@H]1C[C@@H]1CC2